C(C1=CC=CC=C1)OC(=O)N[C@H](C(C(C(=O)OC(C)(C)C)Br)=O)[C@@H](CC)C1=CC=C(C=C1)F tert-butyl (4S,5S)-4-(((benzyloxy)carbonyl)amino)-2-bromo-5-(4-fluorophenyl)-3-oxoheptanoate